N4-[4-(trifluoromethyl)phenyl]pyrimidine-4,6-diamine FC(C1=CC=C(C=C1)NC1=NC=NC(=C1)N)(F)F